C(C)OC(CN[C@@H](C)C1=C(C(=CC(=C1)F)Cl)COC1=CC=C(C=C1)OC)=O (S)-2-(1-(3-chloro-5-fluoro-2-((4-methoxyphenoxy)methyl)phenyl)ethylamino)acetic acid ethyl ester